[(PIPERIDIN-4-YL)METHYL]PIPERAZIN N1CCC(CC1)CN1CCNCC1